tert-butyl (R)-(1-(2-formyl-1H-pyrrolo[2,3-b]pyridin-6-yl)ethyl)carbamate C(=O)C1=CC=2C(=NC(=CC2)[C@@H](C)NC(OC(C)(C)C)=O)N1